FC1=C(N=CC2=C1N=C(N=C2N2C[C@H]1CC[C@@H](C2)C1=O)CC12CCCN2CCC1)C1=CC(=CC2=CC=CC=C12)OCOC (1R,5S)-3-(8-fluoro-7-(3-(methoxymethoxy)naphthalen-1-yl)-2-((tetrahydro-1H-pyrrolizin-7a(5H)-yl)methyl)pyrido[4,3-d]pyrimidin-4-yl)-3-azabicyclo[3.2.1]octan-8-one